C(C)(C)C1=C2C=C(N=C(C2=C(N=C1)N1[C@@H](CC1)C)C)N 5-isopropyl-1-methyl-8-((R)-2-methylazetidin-1-yl)-2,7-naphthyridin-3-amine